C1=CC(=CC=C1O)S(=O)(=O)O The molecule is an arenesulfonic acid that is phenol substituted by a sulfo group at C-4. It derives from a phenol.